C(CCCCCCCC\C=C/C=CC)O Z-10,12-tetradecdienol